FC1=C(C=O)C(=CC=C1)F 2,6-difluorobenzaldehyde